ClC1=CC=C(C=C1)N(C1=CC=CC=C1)C1=CC=CC=C1 (4-chlorophenyl)diphenylamine